C(#N)C1=CC(=C(C=C1)C1=NC(=NC=C1C)C(=O)O)F 4-(4-cyano-2-fluorophenyl)-5-methylpyrimidine-2-carboxylic acid